ClC=1N(N=C2C=NC=CC21)C(C)C chloro-2-isopropyl-2H-pyrazolo[3,4-c]pyridine